1-(tert-butyl) 4-ethyl 4-((1-benzyl-1H-pyrazol-3-yl)(hydroxy)methyl)piperidine-1,4-dicarboxylate C(C1=CC=CC=C1)N1N=C(C=C1)C(C1(CCN(CC1)C(=O)OC(C)(C)C)C(=O)OCC)O